BrC=1C=CC=C2CCC(C12)=C 7-bromo-1-methylene-2,3-dihydroindene